2-(4-fluoro-2-methylphenoxy)-N-(2-oxo-1,2-dihydropyridin-4-yl)-4-(prop-1-yn-1-yl)-5-(trifluoromethyl)benzamide FC1=CC(=C(OC2=C(C(=O)NC3=CC(NC=C3)=O)C=C(C(=C2)C#CC)C(F)(F)F)C=C1)C